C(C1=CC=CC=C1)NC1=NC(=NN2C1=C(C=C2)C)Cl N-benzyl-2-chloro-5-methylpyrrolo[2,1-f][1,2,4]triazin-4-amine